6-amino-7-(7-chloroimidazo[1,5-a]pyridin-8-yl)-2-methyl-pyrrolo[2,3-d]pyrimidine-5-carboxamide NC1=C(C2=C(N=C(N=C2)C)N1C=1C=2N(C=CC1Cl)C=NC2)C(=O)N